N-[7-chloro-4-(2-chloro-5-fluorophenoxy)-3-(1,3-dioxoisoindol-2-yl)-1H-indazol-5-yl]-3-fluoro-5-(trifluoromethyl)benzamide ClC=1C=C(C(=C2C(=NNC12)N1C(C2=CC=CC=C2C1=O)=O)OC1=C(C=CC(=C1)F)Cl)NC(C1=CC(=CC(=C1)C(F)(F)F)F)=O